5-(4-(cyclopentylmethyl)phenyl)-3-((2S,3S)-3-(fluoromethyl)-2-methylazetidin-1-carbonyl)-2-(3-methylpyrazin-2-yl)pyrazolo[1,5-a]pyrimidin-7(4H)-one C1(CCCC1)CC1=CC=C(C=C1)C=1NC=2N(C(C1)=O)N=C(C2C(=O)N2[C@H]([C@H](C2)CF)C)C2=NC=CN=C2C